1,2,3-triaminobenzene NC1=C(C(=CC=C1)N)N